(3R)-1-butyl-2,5-dioxo-3-((1R)-1-hydroxy-1-(tetrahydropyran-4-yl)methyl)-9-(4-(4-(2-methylpropyl)carbonylaminophenylmethyl)phenylmethyl)-1,4,9-triazaspiro[5.5]undecane C(CCC)N1C([C@H](NC(C12CCN(CC2)CC2=CC=C(C=C2)CC2=CC=C(C=C2)NC(=O)CC(C)C)=O)[C@@H](C2CCOCC2)O)=O